(R)-2-phenylpropionic acid C1(=CC=CC=C1)[C@H](C(=O)O)C